C(C=C)C1CCN(CC1)C1=C(C=2CNC(C2C(=C1)Cl)=O)C(=O)NC1=NC(=NC(=C1)C)N1CC(C(CC1)(F)F)C=C 5-(4-allylpiperidin-1-yl)-7-chloro-N-(2-(4,4-difluoro-3-vinylpiperidin-1-yl)-6-methylpyrimidin-4-yl)-1-oxoisoindoline-4-carboxamide